3-(4-phenoxyphenyl)-3-oxopropionamide O(C1=CC=CC=C1)C1=CC=C(C=C1)C(CC(=O)N)=O